allyl-glucose carbonate C(O)(O)=O.C(C=C)C(=O)[C@H](O)[C@@H](O)[C@H](O)[C@H](O)CO